ClC1=C(C=C(C(=C1)C)N=C=O)N=C=O 4-chloro-6-methyl-1,3-phenylene diisocyanate